4-(1-phenyl-2,3-dihydro-1H-benzo[d]pyrrolo[1,2-a]imidazol-7-yl)-N-((tetrahydrofuran-2-yl)methyl)benzamide C1(=CC=CC=C1)C1CCC=2N1C1=C(N2)C=CC(=C1)C1=CC=C(C(=O)NCC2OCCC2)C=C1